COC=1C=C(C=CC1OC)S 3,4-dimethoxybenzenethiol